BrCCCCOC1=CC=C(C=C1)C1CCN(CC1)C1=CC=C(C=2C=CC=NC12)C#N 8-(4-(4-(4-bromobutoxy)phenyl)piperidin-1-yl)quinoline-5-carbonitrile